S1(CC(C=C1)=O)=O Thiophene-1,3-dione